rac-benzyl (1R,2R,6S)-2-(4-bromophenyl)-6-(hydroxymethyl)-4-oxocyclohexane-1-carboxylate BrC1=CC=C(C=C1)[C@H]1[C@H]([C@H](CC(C1)=O)CO)C(=O)OCC1=CC=CC=C1 |r|